tert-butyl (R)-(1-(8-bromo-6-cyclopropylimidazo[1,2-a]pyridin-2-yl)ethyl)carbamate BrC=1C=2N(C=C(C1)C1CC1)C=C(N2)[C@@H](C)NC(OC(C)(C)C)=O